C1(=CC=CC=C1)[N-]C(C=C)=O phenyl-acryloylamide